FC1=CN=CC2=C1N=C(N=C2NC=2C=NN(C2)C2=CC=NC=C2)OC[C@]21CCCN1C[C@@H](C2)F 8-fluoro-2-(((2R,7aS)-2-fluorohexahydro-1H-pyrrolizin-7a-yl)methoxy)-N-(1-(pyridin-4-yl)-1H-pyrazol-4-yl)pyrido[4,3-d]pyrimidin-4-amine